Benzyl pyrrolidine-1-carboxylate N1(CCCC1)C(=O)OCC1=CC=CC=C1